Ethyldimethylamine sebacate C(CCCCCCCCC(=O)O)(=O)O.C(C)N(C)C